C(C)\C(=C/C(=C/C(=C/C)/C)/C)\C=C\C (2E,4E,6E,8E)-7-Ethyl-3,5-dimethyl-2,4,6,8-decatetraene